2-(1-(4-Bromophenyl)-3-(4-fluorophenyl)-1H-pyrazol-4-yl)-3-(4-methoxyphenethyl)-5-Methyloxazolidin-4-one BrC1=CC=C(C=C1)N1N=C(C(=C1)C1OC(C(N1CCC1=CC=C(C=C1)OC)=O)C)C1=CC=C(C=C1)F